1-phenyl-3-(4-chlorophenyl)-5-hydroxymethyl-pyrazoline C1(=CC=CC=C1)N1NC(=CC1CO)C1=CC=C(C=C1)Cl